(cis)-N-(5-chloro-6-(2H-1,2,3-triazol-2-yl)pyridin-3-yl)-2-fluoro-8-methyl-8-(1-methyl-1H-pyrazol-4-yl)-7,8-dihydro-6H-cyclopenta[e]pyrazolo[1,5-a]pyrimidine-6-carboxamide ClC=1C=C(C=NC1N1N=CC=N1)NC(=O)[C@@H]1C[C@@](C2=C1C=NC=1N2N=C(C1)F)(C=1C=NN(C1)C)C